N4-(20-(((R)-1-((2S,4R)-4-hydroxy-2-((4-(4-methylthiazol-5-yl)benzyl)carbamoyl)pyrrolidin-1-yl)-3,3-dimethyl-1-oxobutan-2-yl)amino)-20-oxoicosyl)succinamide O[C@@H]1C[C@H](N(C1)C([C@@H](C(C)(C)C)NC(CCCCCCCCCCCCCCCCCCCNC(CCC(=O)N)=O)=O)=O)C(NCC1=CC=C(C=C1)C1=C(N=CS1)C)=O